FC1([C@@H](C1)COC=1N=CC(=NC1)NC(=O)C=1C(=CC(=C(C1)NC(=O)C1=CN=C(S1)C)C)F)F N-[5-[[5-[[(1S)-2,2-difluorocyclopropyl]methoxy]pyrazin-2-yl]carbamoyl]-4-fluoro-2-methylphenyl]-2-methyl-1,3-thiazole-5-carboxamide